3-((6-(4-((tert-Butoxycarbonyl)amino)-4-methylpiperidin-1-yl)-4-(pyrrolidin-1-yl)pyridin-2-yl)amino)-5-methyl-1H-pyrazole-1-carboxylic acid tert-butyl ester C(C)(C)(C)OC(=O)N1N=C(C=C1C)NC1=NC(=CC(=C1)N1CCCC1)N1CCC(CC1)(C)NC(=O)OC(C)(C)C